Cl.N[C@H](C(=O)O)CC1CC=C(CC1)C1=CSC2=C1N=CN=C2OC(C(F)(F)F)C2=C(C=C(C=C2)Cl)C2=CC=CC=C2 (2S)-2-amino-3-(4-(4-(1-(5-chloro-[1,1'-biphenyl]-2-yl)-2,2,2-trifluoroethoxy)thieno[3,2-d]pyrimidine-7-yl)cyclohex-3-ene-1-yl)propionic acid hydrochloride